C(CCCC=CCCCCCCCCCCCCC)(=O)O 5-nonadecaenoic acid